C(C1=CC=CC=C1)N1N=C(N=C1)C(=O)NC1C(N(C2=C(OC1)C=CC(=C2)CN2CC=1N(CC2)N=CN1)C)=O 1-benzyl-N-(7-((5,6-dihydro-[1,2,4]triazolo[1,5-a]pyrazin-7(8H)-yl)methyl)-5-methyl-4-oxo-2,3,4,5-tetrahydrobenzo[b][1,4]oxaazepin-3-yl)-1H-1,2,4-triazole-3-carboxamide